N1=NC=C2C1=CC=N2 pyrazolo[3,4-D]pyrrole